NC1OC2=C(C=C(C=C2C=C1C(N)=S)F)F 2-amino-6,8-difluoro-2H-chromen-3-thioamide